ClC=1C=C(C=C(C1)Cl)C1=CC(=CC(=C1)CN1CCC(CC1)CNC(=O)NC)OC=1C=NC(=NC1)N1CCN(CC1)CC(C(=O)O)C 3-(4-(5-((3',5'-dichloro-5-((4-((3-methylureido)methyl)piperidin-1-yl)methyl)-[1,1'-biphenyl]-3-yl)oxy)pyrimidin-2-yl)piperazin-1-yl)-2-methylpropanoic acid